triethoxy(3,5-hexanedione) titanium [Ti].C(C)OC(CC(CC(C)=O)=O)(OCC)OCC